4-BROMO-7-FLUOROINDOLE-3-CARBOXALDEHYDE BrC1=C2C(=CNC2=C(C=C1)F)C=O